C(C)OC(=O)C=1OC2=C(C1)C=C(C=C2)C2=CN=C1N2N=C(C=C1)NC1CCNCCC1 5-(6-(azepan-4-ylamino)imidazo[1,2-b]pyridazin-3-yl)benzofuran-2-carboxylic acid ethyl ester